3-(2-(sec-butoxy)-5-methylphenyl)-2-iminothiazolidin-4-one C(C)(CC)OC1=C(C=C(C=C1)C)N1C(SCC1=O)=N